FC1=C(C=C(C=C1)OC)C=CC(C)=O 4-(2-fluoro-5-methoxyphenyl)but-3-en-2-one